Cl.ClC=1N(N=C2C=CC(=C(C12)Cl)C1=CNC2=NC(=CN=C21)N2C1CC(CC2CC1)N)C exo-8-[7-(3,4-dichloro-2-methyl-2H-indazol-5-yl)-5H-pyrrolo[2,3-b]pyrazin-3-yl]-8-azabicyclo[3.2.1]octan-3-amine, hydrochloride salt